The molecule is a nucleotide-sugar having ADP as the nucleotide fragment and 2-O-malonyl-D-ribofuranos-5-yl as the sugar component. It derives from an ADP-D-ribose. It is a conjugate acid of a 2''-O-malonyl-ADP-D-ribose(3-). C1=NC(=C2C(=N1)N(C=N2)[C@H]3[C@@H]([C@@H]([C@H](O3)COP(=O)(O)OP(=O)(O)OC[C@@H]4[C@H]([C@H](C(O4)O)OC(=O)CC(=O)O)O)O)O)N